C1(=CC=C(C=C1)N(C1=CC=C(C=C1)C1=CC=C(C=C1)C1=CC=CC=C1)C1=CC=C(C=C1)C=1C=CC=2N(C3=CC=CC=C3C2C1)C1=CC=CC=C1)C1=CC=CC=C1 N-[(1,1'-biphenyl)-4-yl]-N-[4-(9-phenyl-9H-carbazol-3-yl)phenyl]-(1,1':4',1''-terphenyl)-4-amine